(7-(methoxycarbonyl)-3-(pyrrolidin-1-yl)quinoxalin-5-yl)boronic acid COC(=O)C1=CC(=C2N=C(C=NC2=C1)N1CCCC1)B(O)O